8-(3-bromo-2-chloro-anilino)-1,7-naphthyridine-3-carbaldehyde BrC=1C(=C(NC=2N=CC=C3C=C(C=NC23)C=O)C=CC1)Cl